Cl.C1(CC1)O[C@H]1C[C@H](C2(C1)CCNCC2)N (1R,3R)-3-cyclopropoxy-8-azaspiro[4.5]decan-1-amine hydrochloride